(2S,4S)-4-((((9H-fluoren-9-yl)methoxy)carbonyl)amino)pyrrolidine-2-carboxylic acid C1=CC=CC=2C3=CC=CC=C3C(C12)COC(=O)N[C@H]1C[C@H](NC1)C(=O)O